(Z)-5-((1H-pyrrolo[3,2-b]pyridin-3-yl)methylene)-3-methylthiazolidine-2,4-dione N1C=C(C2=NC=CC=C21)\C=C/2\C(N(C(S2)=O)C)=O